N-((S)-2-cyano-1-(4-(ethylsulfonyl)phenyl)ethyl)-4-((S)-3-(4-(trifluoromethyl)phenoxy)pyrrolidin-1-yl)benzamide C(#N)C[C@@H](C1=CC=C(C=C1)S(=O)(=O)CC)NC(C1=CC=C(C=C1)N1C[C@H](CC1)OC1=CC=C(C=C1)C(F)(F)F)=O